4-(3-cyclopropyl-7,8-dihydro-5H-1,6-naphthyridin-6-yl)-6-methyl-quinazoline C1(CC1)C=1C=NC=2CCN(CC2C1)C1=NC=NC2=CC=C(C=C12)C